5-chloro-2-[[2-(4-chloropyrazol-1-yl)-4-(trifluoromethyl)imidazol-1-yl]methyl]pyrimidine ClC=1C=NC(=NC1)CN1C(=NC(=C1)C(F)(F)F)N1N=CC(=C1)Cl